6-(5-Methylfurfurylamino)-9-β-D-arabinofuranosylpurin CC1=CC=C(CNC2=C3N=CN(C3=NC=N2)[C@H]2[C@@H](O)[C@H](O)[C@H](O2)CO)O1